4-{[(6-Chloropyridin-3-yl)methyl](2,3,4,5,6-pentafluorobenzyl)amino}furan-2(5H)-one ClC1=CC=C(C=N1)CN(C1=CC(OC1)=O)CC1=C(C(=C(C(=C1F)F)F)F)F